6-formyl-3-methyl-imidazo[1,2-a]pyridine-8-carboxylic acid C(=O)C=1C=C(C=2N(C1)C(=CN2)C)C(=O)O